2,4-bis{N-[1-(2-Hydroxy-2-methylpropoxy)-2,2,6,6-tetramethylpiperidin-4-yl]-N-butylamino}-6-(2-hydroxyethylamino)-S-triazine OC(CON1C(CC(CC1(C)C)N(CCCC)C1=NC(=NC(=N1)N(C1CC(N(C(C1)(C)C)OCC(C)(O)C)(C)C)CCCC)NCCO)(C)C)(C)C